[Cu].[Fe].[Sn] tin-iron-copper